N1=CC(=CC=C1)C1=NC=C(C=N1)C#N 2-(pyridin-3-yl)pyrimidine-5-carbonitrile